tripropylene glycol dipivalate C(C(C)(C)C)(=O)OC(C)COC(C)COC(C)COC(C(C)(C)C)=O